monofluorodimethoxymethane FC(OC)OC